5-[(2,3-Dibromophenoxy)methyl]-1,3,4-oxadiazol-2(3H)-one BrC1=C(OCC2=NNC(O2)=O)C=CC=C1Br